4-[5-(2-aminoethyl)pyrimidin-2-yl]-3-[6-[(2,2-difluorocyclopropyl)methoxy]-2-methylpyrimidin-4-yl]oxybenzonitrile NCCC=1C=NC(=NC1)C1=C(C=C(C#N)C=C1)OC1=NC(=NC(=C1)OCC1C(C1)(F)F)C